7-(2-((5-Fluoro-6-(4-(trifluoromethyl)cyclohex-1-en-1-yl)pyridin-3-yl)oxy)ethyl)-2-thia-7-azaspiro[3.5]nonane 2,2-dioxide FC=1C=C(C=NC1C1=CCC(CC1)C(F)(F)F)OCCN1CCC2(CS(C2)(=O)=O)CC1